N-(2-chloro-4-fluoro-3-iodophenyl)-3-fluoro-N-((2-(trimethylsilyl)ethoxy)-methyl)propane-1-sulfonamide ClC1=C(C=CC(=C1I)F)N(S(=O)(=O)CCCF)COCC[Si](C)(C)C